ClC=1N=C(C2=C(N1)N(C=C2I)S(=O)(=O)C2=CC=C(C)C=C2)N[C@@H]2CC[C@@H](N(C2)C(=O)OCC2=CC=CC=C2)C benzyl (2S,5R)-5-((2-chloro-5-iodo-7-(p-toluenesulfonyl)-7H-pyrrolo[2,3-d]pyrimidin-4-yl) amino)-2-methylpiperidine-1-carboxylate